9,10-bis(t-butyldimethylsilyloxy)stearyltrimethylammonium [Si](C)(C)(C(C)(C)C)OC(CCCCCCCC[N+](C)(C)C)C(CCCCCCCC)O[Si](C)(C)C(C)(C)C